OC1=CC=C(C=C1)C (4-hydroxy-phenyl)-methane